OCC1OC(CC1)CO 2,5-di(hydroxymethyl)tetrahydrofuran